C(C)(C)(C)OC(NCCCCNC(O)=O)=O butane-1,4-diyl-dicarbamic acid tert-butyl ester